O1C(COCC1)COC1=NN2C(C3=CC=C(C=C3CC2)Br)=C1 2-((1,4-dioxan-2-yl)methoxy)-8-bromo-5,6-dihydropyrazolo[5,1-a]isoquinoline